2-(2,6-Dimethyl-4-((5-oxo-4-(4-(trifluoromethoxy)phenyl)-4,5-di-hydro-1H-1,2,4-triazol-1-yl)methyl)-phenoxy)-2-methylpropionic acid CC1=C(OC(C(=O)O)(C)C)C(=CC(=C1)CN1N=CN(C1=O)C1=CC=C(C=C1)OC(F)(F)F)C